NCCC[C@]1([C@H]2C([C@@H](C[C@@H]1O)C2)(C)C)O (1R,2R,3S,5R)-2-(3-aminopropyl)-6,6-dimethylbicyclo[3.1.1]heptane-2,3-diol